ClCC(=O)N1[C@@H](CC(C1)F)C#N (2S)-1-(2-chloroacetyl)-4-fluoro-pyrrolidine-2-carbonitrile